O[C@@H]1C(N(CC1)C1CCNCC1)=O (S)-3-hydroxy-1-(piperidin-4-yl)pyrrolidin-2-one